tert-butyl 4-((1r,3r)-3-((4-(2,6-bis(benzyloxy)pyridin-3-yl)-3,5-difluorophenyl)amino)cyclobutyl)piperazine-1-carboxylate C(C1=CC=CC=C1)OC1=NC(=CC=C1C1=C(C=C(C=C1F)NC1CC(C1)N1CCN(CC1)C(=O)OC(C)(C)C)F)OCC1=CC=CC=C1